ClC1=NN2C(N=CC3=C2[C@@](CN3C(=O)NC=3C=NC(=C(C3)C(F)F)C(NOC)=O)(C(F)(F)F)C)=C1 (R)-2-chloro-N-(5-(difluoromethyl)-6-(methoxycarbamoyl)pyridin-3-yl)-8-methyl-8-(trifluoromethyl)-7,8-dihydro-6H-pyrazolo[1,5-a]pyrrolo[2,3-e]pyrimidine-6-carboxamide